L-2-methyl-1,3-propanediol CC(CO)CO